CC(C(=O)O)(C)C1=CC(=CC=C1)CC=O 2-methyl-2-[3-(2-oxoethyl)phenyl]propanoic acid